C(#N)N=S(=O)(C1=C(C=CC=C1)OC)CP(OCC)(OCC)=O diethyl ((N-cyano-2-methoxyphenylsulfonimidoyl)methyl)phosphonate